CP(=O)(C)C1=C(C=C(C=N1)C1=C(N(C=2C=C3C=NNC3=CC21)C2=CC(=C(C=C2)F)OC)C(CC#N)(C)C)C 3-(7-(6-(Dimethylphosphoryl)-5-methylpyridin-3-yl)-5-(4-fluoro-3-methoxyphenyl)-1,5-dihydropyrrolo[2,3-f]indazol-6-yl)-3-methylbutanenitrile